NC1=C(C=C(C=C1)C=1SC(=CC1)F)NC(C1=CC=C(C=C1)S(=O)(=O)C)=O (S)-N-[2-amino-5-(5-fluoro-2-thienyl)phenyl]-4-(methylsulfonyl)benzamide